ClC1=CN=C2C(=N1)N(N=C2)CC(COC)O 1-(6-chloro-1H-pyrazolo[3,4-b]pyrazin-1-yl)-3-methoxypropan-2-ol